C(C)C1(C2=CC=CC=C2NC=2C=CC(=CC12)CN(C)C)CC 1-(9,9-diethyl-9,10-dihydroacridin-2-yl)-N,N-dimethylmethanamine